tert-butyl (17-(((4S)-6-(4-chlorophenyl)-4-(2-(ethylamino)-2-oxoethyl)-1-methyl-4H-benzo[f][1,2,4]triazolo[4,3-a][1,4]diazepin-8-yl)oxy)-3,6,9,12,15-pentaoxaheptadecyl)carbamate ClC1=CC=C(C=C1)C1=N[C@H](C=2N(C3=C1C=C(C=C3)OCCOCCOCCOCCOCCOCCNC(OC(C)(C)C)=O)C(=NN2)C)CC(=O)NCC